N1(CCC1)C(=O)OOC1=C(N=C(C2=CC=C(C=C12)Br)C(C)(C)C)C tert-butyl-((6-bromo-3-methylisoquinolin-4-yl) oxy) azetidine-1-carboxylate